C(CCCCCCCCCCCCCC)(=O)OCCCCCCCC\C=C/C[C@H](O)CCCCCC ricinoleyl pentadecylate